4-(((3S,4S)-4-(aminomethyl)-1-((5-chloropyridin-2-yl)sulfonyl)-4-hydroxypyrrolidin-3-yl)methyl)-2-fluorobenzonitrile NC[C@]1([C@H](CN(C1)S(=O)(=O)C1=NC=C(C=C1)Cl)CC1=CC(=C(C#N)C=C1)F)O